FC1=C(C=CC(=C1)OC1=NC(=CC=C1)C=1C=NN(C1)C)NC1=NC=NC2=CC(=C(C=C12)NC1CCN(CC1)C(C=C)=O)OC 1-(4-((4-((2-fluoro-4-((6-(1-methyl-1H-pyrazol-4-yl)pyridin-2-yl)oxy)phenyl)amino)-7-methoxyquinazolin-6-yl)amino)piperidin-1-yl)prop-2-en-1-one